(4S,7S,9aS)-4-((S)-2-((tert-butoxycarbonyl)(methyl)amino)propanamido)-8,8-dimethyl-5-oxooctahydropyrrolo[2,1-b][1,3]thiazepine-7-carboxylic acid C(C)(C)(C)OC(=O)N([C@H](C(=O)N[C@@H]1C(N2[C@@H](SCC1)CC([C@H]2C(=O)O)(C)C)=O)C)C